BrC=1C=C(C=CC1)C1NC2=CC=CC=C2C(N1)=O 2-(3-bromophenyl)-2,3-dihydro-quinazolin-4(1H)-one